C1(CC1)N(C(OC(C)(C)C)=O)C1CC(C1)O tert-butyl cyclopropyl(3-hydroxy cyclobutyl)carbamate